7-((2R,4S)-2-(6-cyclopropylimidazo[1,2-a]pyridin-2-yl)-4-hydroxypyrrolidin-1-yl)-2-(rac-(1S*,2S*)-2-(4-methylpyrimidin-2-yl)cyclopropyl)quinolin-4-ol C1(CC1)C=1C=CC=2N(C1)C=C(N2)[C@@H]2N(C[C@H](C2)O)C2=CC=C1C(=CC(=NC1=C2)[C@@H]2[C@H](C2)C2=NC=CC(=N2)C)O |&1:28,29|